C1(CC1)CN(N=O)C1=CC=CC=2OCC(N(C21)COC)=O N-(cyclopropylmethyl)-N-(4-(methoxymethyl)-3-oxo-3,4-dihydro-2H-benzo[b][1,4]oxazin-5-yl)nitrosamide